8-aminoquinaldine NC=1C=CC=C2C=CC(=NC12)C